trans-((3-(2-Isopropyloxazol-4-yl)phenyl)((trans-4-(5-methoxy-6-methylpyridin-2-yl)cyclohexyl)methyl)carbamoyl)cyclohexyl (2-hydroxyethyl)carbamate OCCNC(OC1(CCCCC1)C(N(C[C@@H]1CC[C@H](CC1)C1=NC(=C(C=C1)OC)C)C1=CC(=CC=C1)C=1N=C(OC1)C(C)C)=O)=O